N-(3-chloro-5-(3-(piperidine-1-carbonyl)pyrazolo[1,5-a]pyridin-7-yl)pyridin-2-yl)-2-(pyridin-3-yl)acetamide ClC=1C(=NC=C(C1)C1=CC=CC=2N1N=CC2C(=O)N2CCCCC2)NC(CC=2C=NC=CC2)=O